N-[2-[4-(hydroxymethyl)cyclohexyl]-6-methoxy-indazol-5-yl]-5-(trifluoromethyl)pyridine-3-carboxamide OCC1CCC(CC1)N1N=C2C=C(C(=CC2=C1)NC(=O)C=1C=NC=C(C1)C(F)(F)F)OC